3-(6-bromo-7-methoxy-1-oxoisoindolin-2-yl)piperidine-2,6-dione BrC1=CC=C2CN(C(C2=C1OC)=O)C1C(NC(CC1)=O)=O